1-(2-methyl-3,4-dioxo-3,4-dihydronaphthalen-1-yl)-1H-pyrrole-2,5-dione CC1=C(C2=CC=CC=C2C(C1=O)=O)N1C(C=CC1=O)=O